C1(CC1)C1=C(C(=NO1)C1=C(C=CC=C1)C(F)(F)F)C(=O)O[C@H]1[C@@H]2CN([C@H](C1)C2)C(=O)OCC2=CC=CC=C2 Benzyl (1S,4S,5R)-5-([5-cyclopropyl-3-[2-(trifluoromethyl)phenyl]-1,2-oxazol-4-yl]carbonyloxy)-2-azabicyclo[2.2.1]heptane-2-carboxylate